C(C)N1C(=NC=2C1=NC(=CC2)C=2C=CN1N=C(N=CC12)NC(C)C)C 5-(3-ethyl-2-methyl-3H-imidazo[4,5-b]pyridin-5-yl)-N-isopropylpyrrolo[2,1-f][1,2,4]triazin-2-amine